[Br-].C1(CCCC1)[C@@](C(=O)OC1C[N+](CC1)(CC(=O)OC)C)(O)C1=CC=CC=C1 (2r,1's,3'r)-3-(2-cyclopentyl-2-phenyl-2-hydroxyacetoxy)-1-methyl-1-methoxycarbonylmethyl-pyrrolidinium bromide